CN1N=C(C=2C1=NC=C(C2)C2C(CCCC2)=O)C 2-(1,3-dimethylpyrazolo[3,4-b]pyridin-5-yl)cyclohexanone